N-[(1S)-1-[3-[2-(methoxymethyl)-4-pyridinyl]-1,2,4-thiadiazol-5-yl]ethyl]-2-methyl-5-(trifluoromethyl)pyrazole-3-carboxamide COCC1=NC=CC(=C1)C1=NSC(=N1)[C@H](C)NC(=O)C=1N(N=C(C1)C(F)(F)F)C